2-bromo-5-((4-methoxybenzyl)oxy)-1,3-bis(trifluoromethyl)benzene BrC1=C(C=C(C=C1C(F)(F)F)OCC1=CC=C(C=C1)OC)C(F)(F)F